tert-Butyl (3-cyano-7-fluoro-4-(5-fluoro-3-((R)-3-thiomorpholinopyrrolidin-1-yl)-7,9-dihydrofuro[3,4-f]quinazolin-6-yl)thieno[3,2-c]pyridin-2-yl)carbamate C(#N)C1=C(SC2=C1C(=NC=C2F)C=2C1=C(C=3C=NC(=NC3C2F)N2C[C@@H](CC2)N2CCSCC2)COC1)NC(OC(C)(C)C)=O